N,N'-dibutyl-o-phenylenediamine C(CCC)NC1=C(C=CC=C1)NCCCC